7-((S)-4-acryloyl-2-methylpiperazin-1-yl)-9-chloro-10-(3-chloro-2-fluorophenyl)-2,3-dihydro-5H-[1,4]thiazino[2,3,4-ij]quinazolin-5-one C(C=C)(=O)N1C[C@@H](N(CC1)C1=NC(N2C3=C(C(=C(C=C13)Cl)C1=C(C(=CC=C1)Cl)F)SCC2)=O)C